(R)-3-amino-4-(2-cyanophenyl)-butyric acid N[C@@H](CC(=O)O)CC1=C(C=CC=C1)C#N